C(C)(C)N1C(=NN=C1)C1=CC=CC(=N1)NC(=O)N1CC2=CC=CC(=C2C1)C=1C=NN(C1)C N-(6-(4-isopropyl-4H-1,2,4-triazol-3-yl)pyridin-2-yl)-4-(1-methyl-1H-pyrazol-4-yl)isoindoline-2-carboxamide